6-bromo-2-cyclopropyl-4-formyl-1H-benzo[d]imidazole-1-carboxylic acid tert-butyl ester C(C)(C)(C)OC(=O)N1C(=NC2=C1C=C(C=C2C=O)Br)C2CC2